(2R,3S,4R)-2-(2-aminoethyl)-3,4-pyrrolidindiol NCC[C@H]1NC[C@H]([C@H]1O)O